5-[2-(5-Cyclopentyl-2-methylpiperidin-1-yl)-2-oxoacetamido]pyridine-3-carboxamide C1(CCCC1)C1CCC(N(C1)C(C(=O)NC=1C=C(C=NC1)C(=O)N)=O)C